2,5-dimethyl-3-bromo-cyclopenta[2,3-b]thiophen-4-one CC1=C(C2=C(S1)C=C(C2=O)C)Br